4-((2-cyano-4-fluorophenyl)thio)-6-(5-methyl-1-(1-(methylsulfonyl)piperidin-4-yl)-1H-pyrazol-4-yl)pyrazolo[1,5-a]pyridine-3-carbonitrile C(#N)C1=C(C=CC(=C1)F)SC=1C=2N(C=C(C1)C=1C=NN(C1C)C1CCN(CC1)S(=O)(=O)C)N=CC2C#N